(R)-N-(1,1-dioxidotetrahydro-2H-thiopyran-3-yl)-6-(1H-imidazol-1-yl)-4-methylpicolinamide O=S1(C[C@@H](CCC1)NC(C1=NC(=CC(=C1)C)N1C=NC=C1)=O)=O